(Z)-1-(((1r,4r)-4-aminocyclohexyl)methyl)-3-((3,5-dimethyl-1H-pyrrol-2-yl)methylene)-6-(1-methyl-1H-imidazol-2-yl)indol-2-one hydrochloride Cl.NC1CCC(CC1)CN1C(\C(\C2=CC=C(C=C12)C=1N(C=CN1)C)=C/C=1NC(=CC1C)C)=O